2-bromo-6-(4-(1-(trifluoromethyl)cyclopropyl)-4H-1,2,4-Triazol-3-yl)pyridine BrC1=NC(=CC=C1)C1=NN=CN1C1(CC1)C(F)(F)F